ClC1=CC=C(C=C1)C(N1CCN(CC1)C1=C(C(N(C2=CC=C(N=C12)Br)C)=O)C#N)C1=CC=C(C=C1)Cl 4-{4-[bis(4-chlorophenyl)methyl]piperazin-1-yl}-6-bromo-1-methyl-2-oxo-1,2-dihydro-1,5-naphthyridine-3-carbonitrile